4-(difluoromethoxy)-2-(prop-1-en-2-yl)aniline tert-butyl-4-ethyl-4-[(3-fluorocyclobutyl)methylcarbamoyl]piperidine-1-carboxylate C(C)(C)(C)OC(=O)N1CCC(CC1)(C(NCC1CC(C1)F)=O)CC.FC(OC1=CC(=C(N)C=C1)C(=C)C)F